tert-Butoxycarbonylamino-6,8-diaminopyrrolo[4,3,2-de]quinoline C(C)(C)(C)OC(=O)NC1=NC=2C3=C1C=CN=C3C(=CC2N)N